2-[4-(5,7-dimethoxy-4-oxo-3,4-dihydro-quinazolin-2-yl)-2,6-dimethyl-phenoxy]-N-methyl-acetamide COC1=C2C(NC(=NC2=CC(=C1)OC)C1=CC(=C(OCC(=O)NC)C(=C1)C)C)=O